2-(2-(5-Fluoro-3-(3-(4-(trifluoromethyl)phenyl)ureido)-1H-indol-1-yl)-2-oxoethyl)benzoic acid FC=1C=C2C(=CN(C2=CC1)C(CC1=C(C(=O)O)C=CC=C1)=O)NC(=O)NC1=CC=C(C=C1)C(F)(F)F